4-(methylamino)pyrimidin-2(1H)-one CNC1=NC(NC=C1)=O